CCCCCCCCCCCC(=O)OC[C@@H]1[C@H]([C@@H]([C@H]([C@H](O1)O[C@]2([C@H]([C@@H]([C@H](O2)CO)O)O)CO)O)O)O sucrose monolaurate